3-cyclopropyl-4-methyl-5-(piperidin-4-ylmethyl)pyridine dihydrochloride Cl.Cl.C1(CC1)C=1C=NC=C(C1C)CC1CCNCC1